C1CC12CN(C2)CCC=2C(=CC(N(C2)C(C(=O)OCC)CC(C)C)=O)C(F)(F)F ethyl 2-(5-(2-(5-azaspiro[2.3]hexan-5-yl)ethyl)-2-oxo-4-(trifluoromethyl)pyridin-1(2H)-yl)-4-methylpentanoate